(3R)-3-amino-5-[(4-chlorophenyl)methyl]-8-fluoro-1,1-dioxo-7-[5-[1-(trifluoromethyl)cyclopropyl]-1,2,4-oxadiazol-3-yl]-2,3-dihydro-1lambda6,5-benzothiazepin-4-one N[C@H]1CS(C2=C(N(C1=O)CC1=CC=C(C=C1)Cl)C=C(C(=C2)F)C2=NOC(=N2)C2(CC2)C(F)(F)F)(=O)=O